cyclopentylcycloundecan-11-one C1(CCCC1)C1CCCCCCCCCC1=O